C1=C(NC=N1)CN(C(=O)O)N azahistidine